FC(C=1C=CC=C(C1)O)(F)F 5-trifluoromethylphenol